4-(3-amino-4-methyl-1H-indazol-5-yl)-N-(4-cyanocyclohexyl)-3-methylbenzenesulfonamide NC1=NNC2=CC=C(C(=C12)C)C1=C(C=C(C=C1)S(=O)(=O)NC1CCC(CC1)C#N)C